2-methyl-heptoxypropanoate CC(COC(C(=O)[O-])C)CCCCC